ClC1=NC=CC(=N1)C1=CNC2=CC=C(C=C12)OC 3-(2-chloropyrimidin-4-yl)-5-methoxy-1H-indole